2-(3,4-dimethoxyphenyl)-ethylamine COC=1C=C(C=CC1OC)CCN